7-(3-(6,7-dihydropyrazolo[1,5-a]pyrimidin-4(5H)-yl)-7,8-dihydro-1,6-naphthyridin-6(5H)-yl)-2,8,9-trimethyl-4H-pyrimido[1,2-b]pyridazin-4-one N1=CC=C2N1CCCN2C=2C=NC=1CCN(CC1C2)C=2C(=C(C=1N(N2)C(C=C(N1)C)=O)C)C